5-ISOPROPYLPYRAZINE-2-CARBALDEHYDE C(C)(C)C=1N=CC(=NC1)C=O